1-(4-(4-((3-chloro-4-((3-methyl-3H-imidazo[4,5-b]pyridin-6-yl)oxy)phenyl)amino)pyrido[3,2-d]pyrimidin-6-yl)-1,4-diazepan-1-yl)prop-2-en-1-one ClC=1C=C(C=CC1OC=1C=C2C(=NC1)N(C=N2)C)NC=2C1=C(N=CN2)C=CC(=N1)N1CCN(CCC1)C(C=C)=O